N-methyl-1-(2-pyridyl)methanamine CNCC1=NC=CC=C1